BrC1=CC=C(C2=CC=CC=C12)C1=NC(=NC(=N1)C1=CC=CC=C1)C1=CC=CC=C1 2-(4-bromonaphthalen-1-yl)-4,6-diphenyl-1,3,5-triazine